C(C)(C)(C)OC(=O)N1CC2(C1)CC(C2)CC2=CC(=C(C=C2)C(=O)OC)OC(F)(F)F 6-[4-carbomethoxy-3-(trifluoromethoxy)benzyl]-2-azaspiro[3.3]heptane-2-carboxylic acid tert-butyl ester